Ethylenglycol Carbonat C(O)(=O)OCCO